C(=O)O[Si](C)(C)C TMs formate